1,3-bis(4-methoxyphenyl)thiourea COC1=CC=C(C=C1)NC(=S)NC1=CC=C(C=C1)OC